6-(6-(4-methylpiperazin-1-yl)imidazo[1,2-a]pyridine-3-carbonyl)-N-(3-(trifluoromethyl)phenyl)-4,5,6,7-tetrahydrothieno-[2,3-c]pyridine-3-carboxamide CN1CCN(CC1)C=1C=CC=2N(C1)C(=CN2)C(=O)N2CC1=C(CC2)C(=CS1)C(=O)NC1=CC(=CC=C1)C(F)(F)F